(R)-8-((1-(3-(1,1-difluoro-2-hydroxy-2-methylpropyl)-2-fluorophenyl)ethyl)amino)-1-isopropyl-3,6-dimethyl-1,3-dihydro-2H-imidazo[4,5-g]quinazolin-2-one FC(C(C)(C)O)(F)C=1C(=C(C=CC1)[C@@H](C)NC1=NC(=NC=2C=C3C(=CC12)N(C(N3C)=O)C(C)C)C)F